N-((1-(4-(trifluoromethyl)phenyl)-1H-indol-3-yl)methyl)propionamide FC(C1=CC=C(C=C1)N1C=C(C2=CC=CC=C12)CNC(CC)=O)(F)F